FC(OC=1C=C(C=C(C1)F)C1=CC=C2C(N(CN(C2=C1)S(=O)(=O)C1=CC(=CC=C1)C#N)CCOC)=O)F 7-(3-(difluoromethoxy)-5-fluorophenyl)-3-(2-methoxyethyl)-1-((3-cyanophenyl)sulfonyl)-2,3-dihydroquinazolin-4(1H)-one